C1(CC1)[C@@H](C1=CC2=C(NC(=N2)[C@H](CC(C(F)(F)F)(C)C)NC(=O)C2=NON=C2CC)C=C1)NC(CCC(F)(F)F)=O |o1:3,11| N-((S*)-1-(5-((S*)-Cyclopropyl(4,4,4-trifluorobutanamido)methyl)-1H-benzo[d]imidazol-2-yl)-4,4,4-trifluoro-3,3-dimethylbutyl)-4-ethyl-1,2,5-oxadiazole-3-carboxamide